ClC=1C=C2C(=NC1OC)C(=C(N2C)C2=NNC(=N2)[C@@H](COC)OC)C=2C=NNC2 (S)-6-chloro-2-(5-(1,2-dimeth-oxyethyl)-1H-1,2,4-triazol-3-yl)-5-methoxy-1-methyl-3-(1H-pyrazol-4-yl)-1H-pyrrolo[3,2-b]pyridine